ClC1=C2CCN([C@@H](C2=C(C=C1)OCC1=NOC(=C1Cl)C)CN1C(CCC1)=O)C(=O)[C@H]1[C@](CCCC1)(C(=O)O)C (1S,2r)-2-((S)-5-chloro-8-((4-chloro-5-methylisoxazol-3-yl)methoxy)-1-((2-oxopyrrolidin-1-yl)methyl)-1,2,3,4-tetrahydroisoquinoline-2-carbonyl)-1-methylcyclohexane-1-carboxylic acid